methyl (S)-2-formyl-4-(3-(hydroxymethyl)pyrrolidin-1-yl)benzoate C(=O)C1=C(C(=O)OC)C=CC(=C1)N1C[C@H](CC1)CO